(R)-(5-bromo-2-((1-(4-cinnolin-carbonyl)piperidin-3-yl)amino)-3-nitrophenyl)(piperidin-1-yl)methanone BrC=1C=C(C(=C(C1)C(=O)N1CCCCC1)N[C@H]1CN(CCC1)C(=O)C1=CN=NC2=CC=CC=C12)[N+](=O)[O-]